N-(4-((2,6-dioxopiperidin-3-yl)amino)benzyl)-4,9-dioxo-4,9-dihydronaphtho[2,3-b]furan-2-carboxamide O=C1NC(CCC1NC1=CC=C(CNC(=O)C2=CC3=C(O2)C(C2=CC=CC=C2C3=O)=O)C=C1)=O